6-((3,4,5-trifluorophenyl)sulfonyl)-4,4a,5,6,7,8-hexahydro-1H-pyrazolo[3,4-g]isoquinoline-4a-carboxylate FC=1C=C(C=C(C1F)F)S(=O)(=O)N1CC2(CC3=C(C=C2CC1)NN=C3)C(=O)[O-]